Butyl (4,4-difluorocyclohexyl)(5-methoxyhex-5-en-1-yl)carbamate FC1(CCC(CC1)N(C(OCCCC)=O)CCCCC(=C)OC)F